4-(benzylthio)-2-chloro-6-(4-fluorophenyl)pyrimidine C(C1=CC=CC=C1)SC1=NC(=NC(=C1)C1=CC=C(C=C1)F)Cl